5-bromo-2-[(1R,5S)-3-methyl-3-azabicyclo[3.1.0]hexan-6-yl]-1,3-benzothiazole BrC=1C=CC2=C(N=C(S2)C2[C@H]3CN(C[C@@H]23)C)C1